CC(C[C@@H](CC=O)NC(OC(C)(C)C)=O)C tertbutyl (S)-(5-methyl-1-oxohexan-3-yl)carbamate